C1(=CC=C(C=C1)N)C1=CC=CC=C1 ([1,1'-biphenyl]-4-yl)amine